FC=1C(=CC=2C3=C(NC(C2C1)=O)COC[C@H]3N(C(=O)C=3OC1=C(N3)C=CC=C1)C)F (S)-N-(8,9-difluoro-6-oxo-1,4,5,6-tetrahydro-2H-pyrano[3,4-c]isoquinolin-1-yl)-N-methylbenzo[d]oxazole-2-carboxamide